(R)-3-amino-1-(2-((6-amino-9H-purin-9-yl)methyl)-4-chloro-3-(ethylsulfanyl)phenyl)-N-cyclopropylpyrrolidine-3-carboxamide N[C@]1(CN(CC1)C1=C(C(=C(C=C1)Cl)SCC)CN1C2=NC=NC(=C2N=C1)N)C(=O)NC1CC1